4-(4-tert-butoxycarbonylpiperazin-1-yl)-2,6-difluoro-benzoic acid C(C)(C)(C)OC(=O)N1CCN(CC1)C1=CC(=C(C(=O)O)C(=C1)F)F